N-(1-cyclopentyl-3-cyano-1H-indol-5-yl)pyrimidine-4-carboxamide C1(CCCC1)N1C=C(C2=CC(=CC=C12)NC(=O)C1=NC=NC=C1)C#N